4-amino-N-(cyclopropylmethyl)-7-fluoro-3-methyl-N-((6-(2,2,2-trifluoroethoxy)-3-pyridazinyl)methyl)-3H-pyrazolo[3,4-c]quinoline-8-carboxamide NC1=NC=2C=C(C(=CC2C2=C1N(N=C2)C)C(=O)N(CC=2N=NC(=CC2)OCC(F)(F)F)CC2CC2)F